7-(2-aminopyrimidin-5-yl)-N-(4-(morpholinomethyl)phenyl)thieno[3,2-d]pyrimidin-2-amine NC1=NC=C(C=N1)C1=CSC2=C1N=C(N=C2)NC2=CC=C(C=C2)CN2CCOCC2